CC(C)N1CCN(CC1)CC1=CC=C(C=C1)B(O)O (4-([4-(PROPAN-2-YL)PIPERAZIN-1-YL]METHYL)PHENYL)BORANEDIOL